FC(C1=NN=C(S1)N1N=CC2=C(C=C(C=C12)S(=O)(=O)NC1(CC1)C#N)N1CCN(CC1)C(=O)C1CCC1)F 1-[({1-[5-(difluoromethyl)(1,3,4-thiadiazol-2-yl)]-4-[4-(cyclobutylcarbonyl)piperazinyl]-1H-indazol-6-yl}sulfonyl)amino]cyclopropanecarbonitrile